N-dimethylaminopyridine CN(N1CC=CC=C1)C